C(C)(C)(C)OC(=O)N1CC=C(CC1)C=1C=2N(C=CC1)C(=CN2)N2C(N(C(CC2)=O)CC2=CC=C(C=C2)OC)=O.CC=C(C(=O)N)CCC (methyl)propyl-acrylamide tert-butyl-4-(3-(3-(4-methoxybenzyl)-2,4-dioxotetrahydropyrimidin-1(2H)-yl)imidazo[1,2-a]pyridin-8-yl)-5,6-dihydropyridine-1(2H)-carboxylate